5-amino-3-cyano-1-(4-methylphenyl)pyrazole NC1=CC(=NN1C1=CC=C(C=C1)C)C#N